N-[1-[4-(aminomethyl)cyclohexyl]-3-(difluoromethyl)pyrazol-4-yl]-5-morpholino-pyrazolo[1,5-a]pyrimidine-3-carboxamide NCC1CCC(CC1)N1N=C(C(=C1)NC(=O)C=1C=NN2C1N=C(C=C2)N2CCOCC2)C(F)F